P(OC#CCCCC)([O-])N hexynyl phosphoramidite